COCCC1=CNC=2N=CN=C(C21)N([C@H]2CN(CCC2)C(C=C)=O)C 1-[(3R)-3-{[5-(2-Methoxyethyl)-7H-pyrrolo[2,3-d]pyrimidin-4-yl](methyl)amino}piperidin-1-yl]prop-2-en-1-one